N1C(=NC2=C1C=CC=C2)C2=CC(=NN2CC2=CC=C(C=C2)OC)NC(=O)C=2C=NC(=CC2)N2CC(CCC2)O N-[5-(1H-benzimidazol-2-yl)-1-[(4-methoxyphenyl)methyl]pyrazol-3-yl]-6-(3-hydroxy-1-piperidyl)pyridine-3-carboxamide